(3R)-3-ethylpyrrolidine-1-sulfonyl chloride C(C)[C@H]1CN(CC1)S(=O)(=O)Cl